monofluoro-sulfonyl-amide FS(=O)(=O)[NH-]